C(CC#C)OCCCCNC(OC(C)(C)C)=O Tert-Butyl N-[4-(but-3-yn-1-yloxy)butyl]carbamate